6-(7-(((3R)-3-methoxy-1-piperidinyl)carbonyl)-2-quinoxalinyl)-2-methyl-1(2H)-isoquinolinone CO[C@H]1CN(CCC1)C(=O)C1=CC=C2N=CC(=NC2=C1)C=1C=C2C=CN(C(C2=CC1)=O)C